N-methylcarbamic acid tert-butyl ester C(C)(C)(C)OC(NC)=O